1-(4-Fluorophenyl)-2-methyl-6-oxo-1,6-dihydropyrimidine-5-carboxylic acid, Sodium salt [Na+].FC1=CC=C(C=C1)N1C(=NC=C(C1=O)C(=O)[O-])C